FC(C(=O)O)(F)F.C(C)(C)(C)N1N=NC(=C1)C(=O)NCC1(CCN(CC1)C=1C=2N(C=C(N1)C=1C=NN(C1)C)N=CC2)F 1-(tert-butyl)-N-((4-fluoro-1-(6-(1-methyl-1H-pyrazol-4-yl)pyrazolo[1,5-a]pyrazin-4-yl)piperidin-4-yl)methyl)-1H-1,2,3-triazole-4-carboxamide trifluoroacetate